O=C1C(N(CCC1)C(=O)OC(C)(C)C)CC=1N=C(SC1)C1=CC=CC=C1 Tert-Butyl 3-oxo-2-((2-phenyl-1,3-thiazol-4-yl)methyl)piperidine-1-carboxylate